2-chloro-5-{[(3-hydroxy-2,2-dimethylpropanoyl)amino]methyl}-N-[1-(2-methoxypyridin-4-yl)-1H-indazole-4-yl]benzamide ClC1=C(C(=O)NC2=C3C=NN(C3=CC=C2)C2=CC(=NC=C2)OC)C=C(C=C1)CNC(C(CO)(C)C)=O